C1NCC12CC(C2)NC2=CC=CC(=N2)C2=CN=C1N2C=C(C=C1)C=1C=NN(C1)CC(C)(O)C 1-(4-(3-(6-((2-azaspiro-[3.3]heptan-6-yl)amino)-pyridin-2-yl)imidazo-[1,2-a]pyridin-6-yl)-1H-pyrazol-1-yl)-2-methyl-propan-2-ol